tert-butyl (2R,4S)-2-(((S)-1-((4-(N-((benzyloxy) carbonyl) carbamimidoyl) benzyl) amino)-1-oxoprop-2-yl) carbamoyl)-4-phenoxypyrrolidine-1-carboxylate C(C1=CC=CC=C1)OC(=O)NC(=N)C1=CC=C(CNC([C@H](C)NC(=O)[C@@H]2N(C[C@H](C2)OC2=CC=CC=C2)C(=O)OC(C)(C)C)=O)C=C1